C(CC)C=C(C)C 1-propyl-2-methyl-propylene